N1(CCCC1)CC1=CC=C(S1)C1=NOC(=N1)C(F)(F)F 3-[5-(pyrrolidin-1-ylmethyl)-2-thienyl]-5-(trifluoromethyl)-1,2,4-oxadiazole